perfluoroacrylic acid butyl ester C(CCC)OC(C(=C(F)F)F)=O